Cl.N[C@@H](C(=O)NC)C (R)-2-amino-N-methylpropionamide hydrochloride